α-glucosylglycerol [C@H]1([C@H](O)[C@@H](O)[C@H](O)[C@H](O1)CO)C(O)C(O)CO